2-Bromo-1-morpholinoethan-1-one-1-13C BrC[13C](=O)N1CCOCC1